4-(3-hydroxypropoxy)-2,2,6,6-tetraethylpiperidin OCCCOC1CC(NC(C1)(CC)CC)(CC)CC